C(#N)C=1C=C(C=CC1[N+](=O)[O-])N1CCN(CC1)C(=O)OC(C)(C)C tert-butyl 4-(3-cyano-4-nitrophenyl)piperazine-1-carboxylate